C(CCC)C(C(=O)O)CCCCC(C(=O)O)CCCC 2,7-dibutyl-suberic acid